(3S)-3-(5-bromo-1-(4-chlorophenyl)-1-hydroxy-3-oxoisoindolin-2-yl)-3-(4-chlorophenyl)propionic acid ethyl ester C(C)OC(C[C@@H](C1=CC=C(C=C1)Cl)N1C(C2=CC=C(C=C2C1=O)Br)(O)C1=CC=C(C=C1)Cl)=O